(E)-3-(4-chlorophenyl)-1-(N-methyl-pyrrol-2-yl)prop-2-en-1-one Natrium (S)-3-(3-(1H-Imidazol-1-yl)phenyl)-3-(3-(1-methyl-4-oxido-2-oxo-1,2-dihydropyridin-3-yl)ureido)propanoat N1(C=NC=C1)C=1C=C(C=CC1)[C@H](CC(=O)[O-])NC(=O)NC=1C(N(C=CC1[O-])C)=O.[Na+].ClC1=CC=C(C=C1)/C=C/C(=O)C=1N(C=CC1)C.[Na+]